pentaerythritol tetrakis(2-mercaptoisobutyrate) SC(C(=O)OCC(COC(C(C)(C)S)=O)(COC(C(C)(C)S)=O)COC(C(C)(C)S)=O)(C)C